C(C)OC(=O)N1N=CN=C1 [1,2,4]Triazole-2-carboxylic acid ethyl ester